C1C=C(C(=O)[C@H]([C@@H]1CO)O)[O-] The molecule is conjugate base of 5D-(5/6)-2,6-dihydroxy-5-(hydroxymethyl)cyclohex-2-en-1-one arising from selective deprotonation of the 2-hydroxy group; major species at pH 7.3. It is a conjugate base of a 5D-(5/6)-2,6-dihydroxy-5-(hydroxymethyl)cyclohex-2-en-1-one.